spiro[2.3]Hex-5-ylmethylamine hydrochloride Cl.C1CC12CC(C2)CN